6-[(tert-butyldimethylsilyl)oxy]-3-{[dimethyl(phenyl)silyl]methyl}-N-(quinolin-8-yl)hexanamide [Si](C)(C)(C(C)(C)C)OCCCC(CC(=O)NC=1C=CC=C2C=CC=NC12)C[Si](C1=CC=CC=C1)(C)C